(methoxycarbonyl)-2-methylcyclopropane-1-carboxylic acid COC(=O)C1(C(C1)C)C(=O)O